CC1=C(C=CC(=C1)C)S(=O)(=O)C1=NNN2C1=NC(C1=CC=C(C=C21)N2CC1(CCC2)CCN(CC1)C)=O 3-(2,4-dimethylbenzenesulfonyl)-8-{9-methyl-2,9-diazaspiro[5.5]undecan-2-yl}-1H,5H-[1,2,3]triazolo[1,5-a]quinazolin-5-one